1-(3,4-difluorobenzyl)-N-methyl-6-(1H-pyrrolo[3,2-b]pyridin-1-yl)-1H-imidazo[4,5-b]pyridin-2-amine FC=1C=C(CN2C(=NC3=NC=C(C=C32)N3C=CC2=NC=CC=C23)NC)C=CC1F